2-(7-chloro-2-methoxyquinoxalin-5-yl)-4,5-difluoro-6-methoxybenzo[d]Thiazole ClC1=CC(=C2N=CC(=NC2=C1)OC)C=1SC2=C(N1)C(=C(C(=C2)OC)F)F